C(N)(O[C@H](C(=O)N[C@@H](C[C@H]1C(NCC1)=O)C(C(=O)N)=O)CCCC[C@H](C(F)(F)C1=CC(=CC=C1)Cl)C1=CC=CC=C1)=O (S)-2-(3-chlorophenyl)-2,2-difluoro-1-phenylethyl((S)-1-(((S)-4-amino-3,4-dioxo-1-((S)-2-oxopyrrolidin-3-yl)butan-2-yl) amino)-1-oxohexan-2-yl) carbamate